FC1=C(C=CC=C1)[C@@H]1CCN2N=CN(C21)[C@H]2CCC1=C(N(C2=O)C)C=CC=N1 (7S)-7-(2-Fluorophenyl)-N-[(7S)-5-methyl-6-oxo-8,9-dihydro-7H-pyrido[3,2-b]azepin-7-yl]-6,7-dihydro-5H-pyrrolo[1,2-b][1,2,4]triazol